(Z)-1-bromo-10-((8Z,11Z)-heptadeca-8,11-dien-1-yl)-8,8-dimethyl-7,9,11-trioxa-8-silanonacos-20-ene BrCCCCCCO[Si](OC(OCCCCCCCC\C=C/CCCCCCCC)CCCCCCC\C=C/C\C=C/CCCCC)(C)C